1-(3-(benzyloxy)cyclobutyl)-3-(4-iodo-6-(1-methyl-1H-pyrazol-4-yl)isoquinolin-3-yl)urea C(C1=CC=CC=C1)OC1CC(C1)NC(=O)NC=1N=CC2=CC=C(C=C2C1I)C=1C=NN(C1)C